1-(5-(Trifluoromethyl)pyrimidin-2-yl)piperidin-4-amine hydrochloride Cl.FC(C=1C=NC(=NC1)N1CCC(CC1)N)(F)F